N1(N=CC=C1)C1=CC=C(N=N1)NC(NC=1SC(=C(C1C(=O)OCC)C)C1=CC=C(C=C1)[N+](=O)[O-])=O ethyl 2-(3-(6-(1H-pyrazol-1-yl)pyridazin-3-yl)ureido)-4-methyl-5-(4-nitrophenyl)thiophene-3-carboxylate